COC(=O)C1=C(C=CC2=C1NC(=N2)C(F)(F)F)N 6-amino-2-(trifluoromethyl)-1H-benzo[d]Imidazole-7-carboxylic acid methyl ester